7-cyclopropyl-2-(2,6-difluorophenyl)-N-(1-(1-(tetrahydro-2H-pyran-4-yl)piperidin-4-yl)-1H-pyrazol-4-yl)pyrazolo[1,5-a][1,3,5]triazin-4-amine C1(CC1)C1=NN2C(N=C(N=C2NC=2C=NN(C2)C2CCN(CC2)C2CCOCC2)C2=C(C=CC=C2F)F)=C1